N,N-dimethylpropionic acid amide CN(C(CC)=O)C